N-(2-(7-fluoro-5-oxo-1-thioxo-1,2-dihydro-[1,2,4]triazolo[4,3-a]quinazolin-4(5H)-yl)ethyl)acetamide FC=1C=C2C(N(C=3N(C2=CC1)C(NN3)=S)CCNC(C)=O)=O